C(C)C1(COC1)COCC1=CC=C(C=C1)COCC1(COC1)CC 1,4-bis[((3-ethyloxetan-3-yl)methoxy)methyl]benzene